n-butyl 4,4-di(t-amylperoxy)valerate C(C)(C)(CC)OOC(CCC(=O)OCCCC)(C)OOC(C)(C)CC